(S)-benzyl 2-((2S,3R)-3-(((benzyloxy)carbonyl)amino)-2-hydroxy-4-phenylbutanamido)-2-(4-fluoro-3-(trifluoromethoxy)phenyl)acetate C(C1=CC=CC=C1)OC(=O)N[C@@H]([C@@H](C(=O)N[C@H](C(=O)OCC1=CC=CC=C1)C1=CC(=C(C=C1)F)OC(F)(F)F)O)CC1=CC=CC=C1